6-hydroxy-N-(4-hydroxyphenyl)-2,3-dimethoxyphenanthrene-9-carboxamide OC=1C=C2C=3C=C(C(=CC3C=C(C2=CC1)C(=O)NC1=CC=C(C=C1)O)OC)OC